2-amino-4-(4-(3-hydroxyazetidin-1-yl)phenyl)-6-((pyridin-3-ylmethyl)thio)pyridine-3,5-dicarbonitrile NC1=NC(=C(C(=C1C#N)C1=CC=C(C=C1)N1CC(C1)O)C#N)SCC=1C=NC=CC1